C(C)(C)(C)OC(=O)N1NCCCCC1 1,2-diazacycloheptane-1-carboxylic acid tert-butyl ester